6-(anisoyl)aminocaproic acid C(C1=CC=C(C=C1)OC)(=O)NCCCCCC(=O)O